5-[(3S,5R)-3,5-Dimethyl-4-[[5-(9-oxa-3,7-diazabicyclo[3.3.1]nonan-3-yl)-2-pyridyl]methyl]piperazin-1-yl]quinoline-8-carbonitrile C[C@H]1CN(C[C@H](N1CC1=NC=C(C=C1)N1CC2CNCC(C1)O2)C)C2=C1C=CC=NC1=C(C=C2)C#N